N-diaminobenzidine C1=CC(=CC=C1C2=CC=C(C=C2)N(N)N)N